(±)-N-(4-chlorophenyl)-7-(6-fluoroquinolin-4-yl)spiro[3.5]nonane-2-carboxamide ClC1=CC=C(C=C1)NC(=O)C1CC2(C1)CCC(CC2)C2=CC=NC1=CC=C(C=C21)F